ClC1=CC=C(CC2(CC2)C(=O)N[C@@H]2[C@H](CN(CC2)C(=O)OC(C)(C)C)F)C=C1 tert-butyl (3S,4S)-4-(1-(4-chlorobenzyl)cyclopropane-1-carboxamido)-3-fluoropiperidine-1-carboxylate